tert-butyl (4-amino-2,5-difluorobenzyl)carbamate NC1=CC(=C(CNC(OC(C)(C)C)=O)C=C1F)F